COC(=O)C=1SC=C(C1C(=O)OC)NC(=O)NC1=C(C=C(C(=C1)N(C)CC1=C(C(=CC=C1OC)F)F)OC)F 4-(3-(5-((2,3-difluoro-6-methoxybenzyl)(methyl)amino)-2-fluoro-4-methoxyphenyl)ureido)thiophene-2,3-dicarboxylic acid dimethyl ester